ClC1=C(C=C(C(=N1)OC)C=O)F 6-Chloro-5-fluoro-2-methoxy-3-pyridinecarboxaldehyde